(2-carboxyphenyl)-(2-methoxyphenyl)chlorophosphine C(=O)(O)C1=C(C=CC=C1)P(Cl)C1=C(C=CC=C1)OC